9,9-dioctyloxy-2-benzyloxynonane C(CCCCCCC)OC(CCCCCCC(C)OCC1=CC=CC=C1)OCCCCCCCC